CC(CCC(C)=O)CCC 5-methyl-2-octanone